oxaphosphinic acid sodium salt [Na+].O1PC(=CC=C1)C(=O)[O-]